C12(C(C3(CC(CC(C1)C3)C2)C(=O)O)(C(=O)O)C(=O)O)C(=O)O.[Cu] copper adamantanetetracarboxylic acid